1-(2-(dimethylamino)ethyl)-N-((4-fluoro-2-isopropyl-6-(pyridin-3-yl)phenyl)carbamoyl)-1H-pyrazole-3-sulfonamide CN(CCN1N=C(C=C1)S(=O)(=O)NC(NC1=C(C=C(C=C1C=1C=NC=CC1)F)C(C)C)=O)C